(E)-3-(4-(4-aminobut-2-en-2-yl)-1-oxoisoindolin-2-yl)piperidine-2,6-dione NC/C=C(\C)/C1=C2CN(C(C2=CC=C1)=O)C1C(NC(CC1)=O)=O